tert-Butyl N-[4-[(2,6-dichloro-4-pyridyl)-hydroxy-methyl]cyclohexyl]carbamate ClC1=NC(=CC(=C1)C(C1CCC(CC1)NC(OC(C)(C)C)=O)O)Cl